(1S,3R,7S,8S,8aR)-8-(2-((2R,4R)-4-((tert-butyldimethylsilyl)oxy)-6-oxotetrahydro-2H-pyran-2-yl)ethyl)-3,7-dimethyl-1,2,3,7,8,8a-hexahydronaphthalen-1-yl (4-nitrophenyl) carbonate C(O[C@H]1C[C@H](C=C2C=C[C@@H]([C@@H]([C@@H]12)CC[C@H]1OC(C[C@@H](C1)O[Si](C)(C)C(C)(C)C)=O)C)C)(OC1=CC=C(C=C1)[N+](=O)[O-])=O